C(#N)C1=CC(=C(COC2=C(C=C(C(=N2)C=2CCN(CC2)CC2=NC3=C(N2C[C@H]2OCC2)C=C(C=C3)C(=O)O)F)F)C=C1)F (S)-2-((6-((4-cyano-2-fluorobenzyl)oxy)-3,5-difluoro-3',6'-dihydro-[2,4'-bipyridin]-1'(2'H)-yl)methyl)-1-(oxetan-2-ylmethyl)-1H-benzo[d]imidazole-6-carboxylic acid